N(C1=CC=CC=C1)C1=C(C=CC=C1)CC(=O)O 2-Anilinophenylacetic acid